FC1(CCC(CC1)NC(=O)N1CC=2C=CC(=NC2CC1)N1C2CN(CC1CC2)C(=O)OCC2=CC=CC=C2)F benzyl 8-(6-((4,4-difluorocyclohexyl) carbamoyl)-5,6,7,8-tetrahydro-1,6-naphthyridin-2-yl)-3,8-diazabicyclo[3.2.1]octane-3-carboxylate